methyl 1-{3-chloro-4-hydroxy-5',6-dimethyl-2-oxo-[1,4'-bipyridin]-2'-yl}pyrazole-3-carboxylate ClC=1C(N(C(=CC1O)C)C1=CC(=NC=C1C)N1N=C(C=C1)C(=O)OC)=O